tert-butyl (1R,5S,6R)-6-amino-3-azabicyclo[3.1.0]hexane-3-carboxylate CC(C)(C)OC(=O)N1C[C@@H]2[C@H](C1)C2N